chloro-3-[methoxy(methyl)amino]-4-methylsulfonyl-N-(1-methyltetrazol-5-yl)benzamide ClC1=C(C(=O)NC2=NN=NN2C)C=CC(=C1N(C)OC)S(=O)(=O)C